NC=1C=2N(C(=CN1)C1=CCC(CC1)NC)C(=NC2C2=C(C=C(C=C2)NS(=O)(=O)CC2=CC(=CC=C2)OC)F)C(C)C N-(4-(8-amino-3-isopropyl-5-(4-(methylamino)cyclohex-1-en-1-yl)imidazo[1,5-a]pyrazin-1-yl)-3-fluorophenyl)-1-(3-methoxyphenyl)methanesulfonamide